BrC=1C=C2C(=CN1)N(C=C2C(C)C)S(=O)(=O)C2=CC=C(C=C2)C 5-bromo-3-isopropyl-1-p-methylbenzenesulfonyl-pyrrolo[2,3-c]pyridine